C(CCC)C=1C=C2C(=CC=NC2=CC1)C1=CC(=CC=C1)F 6-butyl-4-(3-fluorophenyl)quinolin